2-(5-Hydroxy-1-benzo-furan-2-yl)-3-(methylamino)imidazo[1,2-a]pyridine-7-carbonitrile OC=1C=CC2=C(C=C(O2)C=2N=C3N(C=CC(=C3)C#N)C2NC)C1